5-chloro-N2-(2-methoxy-5-methyl-4-(4-methylpiperazin-1-yl)phenyl)-N4-(2-(piperidin-1-yl)pyridin-3-yl)pyrimidine-2,4-diamine ClC=1C(=NC(=NC1)NC1=C(C=C(C(=C1)C)N1CCN(CC1)C)OC)NC=1C(=NC=CC1)N1CCCCC1